COCCOC1=CC=C2C(=N1)C=CN2 5-(2-methoxyethoxy)-1H-pyrrolo[3,2-b]Pyridine